COC=1C(=C(C(=CC1)C)C1=CC2=C(N=C(N=C2)NC2=NC=CC=C2)N(C1=O)C)C 6-(3-methoxy-2,6-dimethyl-phenyl)-8-methyl-2-(2-pyridylamino)pyrido[2,3-d]pyrimidin-7-one